C(CC1=CC=CC=C1)N1CC(C(CC1)(O)C1=CC(=CC=C1)C#N)CN(C)C N-phenethyl-4-(3-cyanophenyl)-3-((dimethylamino)methyl)-4-hydroxy-piperidine